5-(4-(2-(Benzyloxy)ethoxy)-6-nitroquinolin-2-yl)thiazole C(C1=CC=CC=C1)OCCOC1=CC(=NC2=CC=C(C=C12)[N+](=O)[O-])C1=CN=CS1